(3-chloro-2,4-difluorophenyl)(6-(2,2,2-trifluoroethoxy)-pyridazin-3-yl)-methanamine ClC=1C(=C(C=CC1F)C(N)C=1N=NC(=CC1)OCC(F)(F)F)F